N-((3R,4S)-3-fluoro-1-methylpiperidin-4-yl)-4-(oxetan-3-yloxy)-5-(quinolin-6-yl)pyrrolo[2,1-f][1,2,4]triazin-2-amine F[C@@H]1CN(CC[C@@H]1NC1=NN2C(C(=N1)OC1COC1)=C(C=C2)C=2C=C1C=CC=NC1=CC2)C